N-(2-acetyl-3,5-difluoro-phenyl)-2-chloro-5-cyano-benzamide C(C)(=O)C1=C(C=C(C=C1F)F)NC(C1=C(C=CC(=C1)C#N)Cl)=O